O1CCN(CC1)CCCNC(=O)C1N(CCC(C1)CCC1=CC=CC=C1)C(=O)OC(C)(C)C tert-Butyl 2-((3-morpholinopropyl)carbamoyl)-4-phenethylpiperidine-1-carboxylate